4-[(2-{3-[(4-methanesulfonyl-2-methoxyphenyl)amino]prop-1-yn-1-yl}-1-(2,2,2-trifluoroethyl)-1H-indol-4-yl)amino]-1λ6-thiane-1,1-dione CS(=O)(=O)C1=CC(=C(C=C1)NCC#CC=1N(C2=CC=CC(=C2C1)NC1CCS(CC1)(=O)=O)CC(F)(F)F)OC